N1N=CC(=C1)C=1C=C2C=C(N=CC2=CC1)NC(CN1C[C@@H](CC1)F)=O (R)-N-(6-(1H-pyrazol-4-yl)isoquinolin-3-yl)-2-(3-fluoropyrrolidin-1-yl)acetamide